COC(C1=C(C(=C(C=C1CCCCC)O)[C@]1(C=C(CCC1)C)C(=C)C)O)=O 2,4-dihydroxy-3-[(1R)-3-methyl-(6R)-(1-methylethenyl)-2-cyclohexen-1-yl]-6-pentyl-benzoic acid methyl ester